FC1=CC=C(C=C1)N(C(=O)OCC1CCC(CC1)COCC(=O)O)C1=CC=CC=C1 2-(((1s,4s)-4-(((4-fluoro-phenyl)(phenyl)carbamoyl-oxy)methyl)cyclohexyl)methoxy)acetic acid